2-((2,4,5-trimethoxyphenyl)ethynyl)-1,3-dithiane COC1=C(C=C(C(=C1)OC)OC)C#CC1SCCCS1